3-oxo-5,6,8,8a-tetrahydro-1H-imidazo[1,5-a]pyrazine-8-carboxylic acid O=C1NCC2N1CCNC2C(=O)O